(S)-2-amino-3-((S)-2-oxopyrrolidin-3-yl)propenamide NC(C(=O)N)=C[C@H]1C(NCC1)=O